dimethyl 2-((4-fluoro-2-nitrophenyl)amino)maleate FC1=CC(=C(C=C1)N/C(/C(=O)OC)=C/C(=O)OC)[N+](=O)[O-]